3-(2-(1H-pyrazolo[3,4-b]pyridin-5-yl)ethynyl)-4-methyl-N-(4-((4-methylpiperazin-1-yl)methyl)-3-(trifluoromethyl)phenyl)benzamide dimesylate S(C)(=O)(=O)O.S(C)(=O)(=O)O.N1N=CC=2C1=NC=C(C2)C#CC=2C=C(C(=O)NC1=CC(=C(C=C1)CN1CCN(CC1)C)C(F)(F)F)C=CC2C